6-(1-(2,2-difluoroethyl)-4-(4-fluoro-3-(trifluoromethyl)phenyl)-1H-imidazol-5-yl)imidazo[1,2-b]pyridazine-3-carbonitrile FC(CN1C=NC(=C1C=1C=CC=2N(N1)C(=CN2)C#N)C2=CC(=C(C=C2)F)C(F)(F)F)F